ICCN1N=C2C=C(C(=CC2=C1)C=1C(=NC(=CC1)C(F)(F)F)C(=O)N)OC [2-(2-iodoethyl)-6-methoxy-indazol-5-yl]-6-(trifluoromethyl)pyridine-2-carboxamide